tert-butyl (5-(2-(1-(trifluoromethyl)cyclopropyl)ethoxy)pyridin-2-yl)carbamate FC(C1(CC1)CCOC=1C=CC(=NC1)NC(OC(C)(C)C)=O)(F)F